C12(CC(C1)C2)N2C(=NC1=C2C=CC=C1)C=1N(C(C(=C(N1)C(=O)NC=1C=NOC1)O)=O)C 2-(1-{bicyclo[1.1.1]pentan-1-yl}-1H-1,3-benzodiazol-2-yl)-5-hydroxy-1-methyl-N-(1,2-oxazol-4-yl)-6-oxo-1,6-dihydropyrimidine-4-carboxamide